(4-fluoro-1-(6-(1-methyl-1H-pyrazol-4-yl)pyrazolo[1,5-a]pyrazin-4-yl)piperidin-4-yl)methanamine dihydrochloride Cl.Cl.FC1(CCN(CC1)C=1C=2N(C=C(N1)C=1C=NN(C1)C)N=CC2)CN